C(CCCCCCCCCCCCCCCCC)(=O)N(CCS(=O)(=O)O)C N-stearoyl-methyltaurine